FC(C(=O)O)(F)F.ClC=1C=C(C(=C(C1)C1N(CCC1)S(=O)(=O)N)F)C=1C(=NN(C1)C1=CC=C(C=C1)N1CCNCC1)C1=CC=NC=C1 (5-chloro-2-fluoro-3-{1-[4-(piperazin-1-yl)phenyl]-3-(pyridin-4-yl)pyrazol-4-yl}phenyl)pyrrolidine-1-sulfonamide trifluoroacetic acid salt